N-methyl-N-(2-methylthiazol-5-yl)-6-(4-(trifluoromethyl)phenyl)pyrazine-2-carboxamide CN(C(=O)C1=NC(=CN=C1)C1=CC=C(C=C1)C(F)(F)F)C1=CN=C(S1)C